pyrido[2,3-d]pyrimidine-2,4(1H,3H)-dioneON N1C(NC(C=2C1=NC(CC2)=O)=O)=O